O=C1NC(CCC1C1=C2C(NC(C2=CC=C1F)=O)=O)=O (2,6-dioxo-piperidin-3-yl)-5-fluoro-isoindole-1,3-dione